N-isopropyl-nitrosoamide C(C)(C)[N-]N=O